ethyl (R)-4-(piperidin-3-ylamino)-1H-pyrrolo[2,3-b]pyridine-5-carboxylate HCl Cl.N1C[C@@H](CCC1)NC1=C2C(=NC=C1C(=O)OCC)NC=C2